1-(tert-Butoxycarbonyl)-3-fluoropyrrolidine-3-carboxylic acid C(C)(C)(C)OC(=O)N1CC(CC1)(C(=O)O)F